N1(N=CC=C1)C=1C=NC=2CCN(CC2C1)C1=NC=NC2=CC(=C(C=C12)F)F 4-(3-(1H-pyrazol-1-yl)-7,8-dihydro-1,6-naphthyridin-6(5H)-yl)-6,7-difluoroquinazoline